phospho-pyridine P(=O)(=O)C1=NC=CC=C1